ClC1=NN(C=C1S(=O)(=O)C(C)(F)C1CCN(CC1)C(=O)NC1=NOC=C1)C 4-(1-((3-chloro-1-methyl-1H-pyrazol-4-yl)sulfonyl)-1-fluoroethyl)-N-(isoxazol-3-yl)piperidine-1-carboxamide